ClC1=C(C=CC=C1)N1N=C(C=C1C1=NC=CC=C1)COC(C(=O)OC)(C)C Methyl 2-([1-(2-chlorophenyl)-5-(pyridin-2-yl)-1H-pyrazol-3-yl]methoxy)-2-methylpropanoate